ClC1=C(CN2C(=NC3=C2C=C(C(=C3)F)F)N3C[C@H]([C@@H](CC3)F)N)C(=CC=C1)Cl (3R,4R)-1-(1-(2,6-dichlorobenzyl)-5,6-difluoro-1H-benzimidazol-2-yl)-4-fluoro-3-piperidinamine